FC1=C(C=CC(=C1)C)[N+](=O)[O-] 2-fluoro-4-methyl-1-nitrobenzene